C[C@@H]1N(CCN(C1)C)C(=O)OC=1C=C2C(=NC=NC2=CC1OC)C=1C(=NN(C1C)C)C1=CC=CC=C1 4-(1,5-dimethyl-3-phenyl-1H-pyrazol-4-yl)-7-methoxyquinazolin-6-yl (S)-2,4-dimethylpiperazine-1-carboxylate